BrC=1C=C2C(=CC1)NC([C@@]21CN([C@@H](C1)C(=O)N)C([C@@H](NC([2H])([2H])[2H])CC(C)C)=O)=O (3R,5'S)-5-bromo-1'-((methyl-d3)-L-leucyl)-2-oxospiro[indoline-3,3'-pyrrolidine]-5'-carboxamide